C(C)(N)N ethandiamine